COC1=CC(=C(C(=O)NC=2C=NC=3CCN(CC3C2)C(=O)OC(C)(C)C)C=C1OC)[N+](=O)[O-] tert-Butyl 3-(4,5-dimethoxy-2-nitrobenzamido)-7,8-dihydro-1,6-naphthyridine-6(5H)-carboxylate